1-((5S,7R)-7-((6-(1-methyl-1H-pyrazol-4-yl)pyrazolo[1,5-a]pyrazin-4-yl)oxy)-2-azaspiro[4.4]nonan-2-yl)prop-2-en-1-one CN1N=CC(=C1)C=1N=C(C=2N(C1)N=CC2)O[C@H]2C[C@@]1(CCN(C1)C(C=C)=O)CC2